N1=CC=C2N1C=CN=C2O Pyrazolo[1,5-a]pyrazin-4-ol